FC=1C=C(C=CC1C(NC)=O)NC(C(=O)O)(C)C 2-(3-fluoro-4-(methylcarbamoyl)phenylamino)2-methylpropanoic acid